C(C)(=O)OCC=1C(=NC=CC1C1=NN(C(C(=C1)NC1=NC=C(C=C1)C(=O)N1CCOCC1)=O)C)N1C(C=2N(C=3CCCCC3C2)CC1)=O {4-[1-Methyl-5-({5-[(morpholin-4-yl)carbonyl]pyridin-2-yl}amino)-6-oxo-1,6-dihydropyridazin-3-yl]-2-{1-oxo-1H,2H,3H,4H,6H,7H,8H,9H-pyrazino[1,2-a]indol-2-yl}pyridin-3-yl}methyl Acetate